ClC1=CC2=C(N=C(O2)N(C(C)C=2C(=NC=CN2)C2=CC=C(C=N2)C#N)CC2CC2)C=C1C(F)(F)F 6-[3-[1-[[6-chloro-5-(trifluoromethyl)-1,3-benzoxazol-2-yl]-(cyclopropylmethyl)amino]ethyl]pyrazin-2-yl]pyridine-3-carbonitrile